FC=1C=2N(C=C(C1)NC(=O)C1=CC=C(C3=CN(N=C13)CC=1N=NN(C1)C)N1CCN(CC1)C(=O)OC(C)(C)C)C=C(N2)C tert-butyl 4-[7-({8-fluoro-2-methylimidazo[1,2-a]pyridin-6-yl}carbamoyl)-2-[(1-methyl-1,2,3-triazol-4-yl)methyl]indazol-4-yl]piperazine-1-carboxylate